The molecule is an azamacrocycle consisting of two cyclam rings connected by a 1,4-phenylenebis(methylene) linker. It is a CXCR4 chemokine receptor antagonist and a hematopoietic stem cell mobilizer. It is used in combination with grulocyte-colony stimulating factor (G-CSF) to mobilize hematopoietic stem cells to the perpheral blood for collection and subsequent autologous transplantation in patients with non-Hodgkin's lymphoma and multiple myeloma. It has a role as an immunological adjuvant, an antineoplastic agent, an anti-HIV agent and a C-X-C chemokine receptor type 4 antagonist. It is an azamacrocycle, a crown amine, a secondary amino compound, an azacycloalkane, a tertiary amino compound and a member of benzenes. It derives from a 1,4,8,11-tetraazacyclotetradecane. C1CNCCNCCCN(CCNC1)CC2=CC=C(C=C2)CN3CCCNCCNCCCNCC3